tert-butyl-4-[3-(2-bromoethyl)-2-oxo-1,3-benzoxazol-6-yl]-2,2-dimethyl-piperidine C(C)(C)(C)N1C(CC(CC1)C1=CC2=C(N(C(O2)=O)CCBr)C=C1)(C)C